NCCOCCNC(C1=C(C=C(C=C1)NC=1C=2N(C=CN1)C(=CN2)C=2C(=NN(C2)C(C)C(=C)Cl)C(F)(F)F)CC)=O N-[2-(2-aminoethoxy)ethyl]-4-[[3-[1-(3-chlorobut-3-en-2-yl)-3-(trifluoromethyl)pyrazol-4-yl]imidazo[1,2-a]pyrazin-8-yl]amino]-2-ethylbenzamide